ClC=1C=C(C[C@@]2(CC([C@@H](C2)N=C(C2=CC=CC=C2)C2=CC=CC=C2)(F)F)C(=O)OC)C=CC1 methyl (1r,4r)-1-(3-chlorobenzyl)-4-((diphenylmethylene)-amino)-3,3-difluorocyclopentane-1-carboxylate